CC1=CC=CC(=N1)C1=NC=CC=C1C=1C=CC=2N=CN=C(C2N1)N 6-(6'-Methyl-[2,2'-bipyridin]-3-yl)pyrido[3,2-d]pyrimidin-4-amin